n-Pentadecan CCCCCCCCCCCCCCC